CCCCCCCCCCCCN(CCC(=O)[O-])CCC(=O)[O-].[Na+].[Na+] sodium N-lauryl-beta-iminodipropionate